FC1=C(CC2=NC3=C(N2CC2(CC2)CF)C=C(C=C3)C(=O)O)C=CC(=C1)C1=NC(=CC=C1)OCC1=C(C=C(C=C1)C1COC1)F 2-(2-fluoro-4-(6-((2-fluoro-4-(oxetan-3-yl)benzyl)oxy)pyridin-2-yl)benzyl)-1-((1-(fluoromethyl)cyclopropyl)methyl)-1H-benzo[d]imidazole-6-carboxylic acid